4-(3-cyclopropoxy-4-nitro-1H-pyrazol-1-yl)cyclohexan-1-one methyl-4-{(E)-2-[5-chloro-4-(trifluoromethyl)-2-pyridyl]ethenyl}-3,5-xylenecarboxylate COC(=O)C1=CC(=C(C(=C1)C)\C=C\C1=NC=C(C(=C1)C(F)(F)F)Cl)C.C1(CC1)OC1=NN(C=C1[N+](=O)[O-])C1CCC(CC1)=O